(4-(3-hydroxyphenyl)thiophen-2-yl)(3,4,5-trimethoxyphenyl)methanone OC=1C=C(C=CC1)C=1C=C(SC1)C(=O)C1=CC(=C(C(=C1)OC)OC)OC